ON1CC(C2=CC=CC=C12)C(=O)NC hydroxy-N-methylindoline-3-carboxamide